(3R,4R)-1-cyclopropylmethyl-4-{[4-fluoro-5-(4-fluoro-phenyl)-isoxazole-3-carbonyl]-amino}-piperidine-3-carboxylic acid (1-pyrimidin-2-yl-cyclopropyl)-amide N1=C(N=CC=C1)C1(CC1)NC(=O)[C@@H]1CN(CC[C@H]1NC(=O)C1=NOC(=C1F)C1=CC=C(C=C1)F)CC1CC1